NC=1C(C(C(=CC1)Br)F)C(=O)OC methyl 2-amino-5-bromo-6-fluorocyclohexa-2,4-diene-1-carboxylate